C(C)OC(=O)C=1C(N(C=CC1OCC)C1=CC=C(C=C1)F)=O 4-ethoxy-1-(4-fluorophenyl)-2-keto-1,2-dihydropyridine-3-carboxylic acid ethyl ester